ClC1=C(C=CC(=C1)Cl)\C=C\[N+]#[C-] (E)-2,4-Dichloro-1-(2-isocyanovinyl)benzene